CN1C(C2(CCN(CC2)C(=O)OC(C)(C)C)C2=C3C(=NC=C21)N(C(=C3C3=CC=CC=C3)C=3C=NN(C3)C)S(=O)(=O)C3=CC=CC=C3)=O tert-Butyl 6-methyl-2-(1-methyl-1H-pyrazol-4-yl)-7-oxo-1-phenyl-3-(phenylsulfonyl)-6,7-dihydro-3H-spiro[dipyrrolo[2,3-b:3',2'-d]pyridine-8,4'-piperidin]-1'-carboxylate